4-(ethoxycarbonyl)-2-fluoro-3-methoxybenzoic acid C(C)OC(=O)C1=C(C(=C(C(=O)O)C=C1)F)OC